ClC1=NC2=CC(=C(C=C2C=N1)C1=CC(=CC(=C1)OC)OC)NO (2-chloro-6-(3,5-dimethoxyphenyl)quinazolin-7-yl)hydroxylamine